tert-Butyl 3-((2-(hydroxymethyl)thiazole-4-carbonyl)amino)azetidine-1-carboxylate OCC=1SC=C(N1)C(=O)NC1CN(C1)C(=O)OC(C)(C)C